6-[(2,6-difluoro-4-pyridinyl)amino]-N-(1,5-dimethylhexyl)-3-methoxy-pyridine-2-carboxamide FC1=NC(=CC(=C1)NC1=CC=C(C(=N1)C(=O)NC(CCCC(C)C)C)OC)F